COC(CCCCCCCCCCC(CCCCCC)O)=O Methyl-12-Hydroxystearat